C(C1=CC=CC=C1)OCCCCCCNC1=C(C(=C(C=C1)Br)C)[N+](=O)[O-] [6-(benzyloxy)hexyl]-4-bromo-3-methyl-2-nitroaniline